ClC1=NC2=C(C(=N1)Cl)SC=C2 2,4-Dichloro-thienopyrimidine